C(=O)(O)CCN[C@@H](CCCNC(N)=N)C(=O)O L-N2-(2-Carboxyethyl)arginine